n-butyl-2-(2,3-dichloro-4-(2-methylenebutyryl)phenoxy)acetamide C(CCC)C(C(=O)N)OC1=C(C(=C(C=C1)C(C(CC)=C)=O)Cl)Cl